9-glucopyranosylpurine C1([C@H](O)[C@@H](O)[C@H](O)[C@H](O1)CO)N1C2=NC=NC=C2N=C1